2-((S)-1-(4-(6-((4-cyano-2-fluorobenzyl)oxy)pyridin-2-yl)piperidin-1-yl) Ethyl)-3-(((S)-oxetan-2-yl)methyl)-3H-imidazo[4,5-b]pyridine-5-carboxylate C(#N)C1=CC(=C(COC2=CC=CC(=N2)C2CCN(CC2)[C@@H](C)C2=NC=3C(=NC(=CC3)C(=O)[O-])N2C[C@H]2OCC2)C=C1)F